C(C)(C)(C)C1=C(C=CC(=C1)C(C)(C)C)C(=O)C1=C(C=C(C=C1)C(C)(C)C)C(C)(C)C bis(2,4-di-tert-butylphenyl) ketone